FC[C@](N)(CC1=CNC=N1)C(=O)O α-Fluoromethyl-histidin